(2-(((1-methylpyrrolidine-3-carbonyl)oxy)methyl)propane-1,3-diyl)dioctanedioate CN1CC(CC1)C(=O)OCC(CC(C(=O)[O-])CCCCCC(=O)[O-])CC(C(=O)[O-])CCCCCC(=O)[O-]